FC1=CC2=C(N(C(N=C2N2CCC(CC2)N2C(C(CC2)=C)=C=O)=O)C=2C(=NC=CC2C)C(C)C)N=C1C1=C(C=CC=C1O)F 6-fluoro-7-(2-fluoro-6-hydroxyphenyl)-1-(2-isopropyl-4-methylpyridin-3-yl)-4-(4-(3-methylene-2-carbonylpyrrolidin-1-yl)piperidin-1-yl)pyrido[2,3-d]pyrimidin-2(1H)-one